O1CCC2=C1C=CC=C2NC2=C(C=NC1=C(C=C(C=C21)I)C)C(=O)N 4-((2,3-dihydrobenzofuran-4-yl)amino)-6-iodo-8-methylquinoline-3-carboxamide